NC1=CC=C(C=C1)C[C@@H](C(=O)NC1=CC=C(C=C1)C(NO)=O)NC(\C=C\C1=CC2=C(OCO2)C=C1)=O (2S)-3-(4-aminophenyl)-2-[[(E)-3-(1,3-benzodioxol-5-yl)prop-2-enoyl]amino]-N-[4-(hydroxycarbamoyl)phenyl]propanamide